4-bromo-2-(carbamoylphenyl)-5-methyl-1H-pyrrole-3-carboxylic acid BrC=1C(=C(NC1C)C1=C(C=CC=C1)C(N)=O)C(=O)O